5-(5-isopropoxy-pyridin-2-yl)-N-(5-methoxy-pyridin-2-yl)-1,3,4-oxadiazol-2-amine C(C)(C)OC=1C=CC(=NC1)C1=NN=C(O1)NC1=NC=C(C=C1)OC